FC(C=1OCC(N1)C(C)(C)C)(F)F 2-trifluoromethyl-tert-butyl-oxazoline